(S)-(5-Nitroquinolin-8-yloxy)methyl 1-pyridineformylpyrrolidine-2-carboxylate N1=C(C=CC=C1)C(=O)N1[C@@H](CCC1)C(=O)OCOC=1C=CC(=C2C=CC=NC12)[N+](=O)[O-]